1-heptyl-2-propylpyrrolidinium fluoride salt [F-].C(CCCCCC)[NH+]1C(CCC1)CCC